2-(2,6-Dimethylpyridin-4-yl)-3-isopropyl-5-((1-(2-methoxyethyl)piperidin-4-yl)methoxy)-1H-indol CC1=NC(=CC(=C1)C=1NC2=CC=C(C=C2C1C(C)C)OCC1CCN(CC1)CCOC)C